C(CCCCCCCCCCCC=CCCCCCC)(=O)OCCCCCCCCCCCCCCO 14-hydroxytetradecyl eicos-13-enoate